NC1=C(C(=NN1C)C1CC2CC(CC2C1)(O)C(C(=O)O)(F)F)C(NC1=CC(=C(C=C1)F)Cl)=O 2-(5-(5-Amino-4-((3-chloro-4-fluorophenyl)carbamoyl)-1-methyl-1H-pyrazol-3-yl)-2-hydroxyoctahydropentalen-2-yl)-2,2-difluoroacetic acid